FC(C=1N=CC=2N(C1)C(=CN2)C2=NC=CC(=N2)N2CCS(CC2)(=O)=O)F 4-(2-(6-(Difluoromethyl)imidazo[1,2-a]pyrazin-3-yl)pyrimidin-4-yl)thiomorpholine 1,1-dioxide